C1(CC1)CN1C(=CC=2C=CC3=C(C12)N(C(CO3)=O)COC)C3=NC1=C(N3C)C(=CC(=C1)C(=O)OC)F methyl 2-(9-(cyclopropylmethyl)-1-(methoxymethyl)-2-oxo-1,2,3,9-tetrahydro-[1,4]oxazino[2,3-g]indol-8-yl)-7-fluoro-1-methyl-1H-benzo[d]imidazole-5-carboxylate